1-[2-(2-hydroxyethoxy)ethyl]-4-methyl-1H-benzotriazol OCCOCCN1N=NC2=C1C=CC=C2C